diisopropyl-2-methylbenzamide C(C)(C)C1=C(C(=C(C(=O)N)C=C1)C)C(C)C